BrCCCOC=1C=C2CN(CC2=CC1OC)C(C[C@H](C(=O)OC)C)=O methyl (2R)-4-[5-(3-bromopropoxy)-6-methoxy-isoindolin-2-yl]-2-methyl-4-oxo-butanoate